(R)-N-(7-(4-amino-1-(piperidin-3-yl)-1H-pyrazolo[3,4-d]pyrimidin-3-yl)benzo[d][1,3]dioxol-4-yl)-3-chlorobenzamide NC1=C2C(=NC=N1)N(N=C2C2=CC=C(C1=C2OCO1)NC(C1=CC(=CC=C1)Cl)=O)[C@H]1CNCCC1